difluorotris(dimethylamino)sulfonium Tert-butyl-(E)-(3-(tert-butoxy)-1-((2-(((4-(3,5-dimethoxystyryl)phenoxy)carbonyl)oxy)ethyl)amino)-1-oxobutan-2-yl)carbamate C(C)(C)(C)N(C([O-])=O)C(C(=O)NCCOC(=O)OC1=CC=C(C=C1)\C=C\C1=CC(=CC(=C1)OC)OC)C(C)OC(C)(C)C.F[S+](N(C)C)(N(C)C)(N(C)C)F